2-(2-amino-3-methoxyphenyl)-4H-1-benzopyran-4-one NC1=C(C=CC=C1OC)C=1OC2=C(C(C1)=O)C=CC=C2